O(C1=CC=CC=C1)C1=CC=C(C(=O)N2CCN(CC2)C=2C=CC(=NC2)N)C=C1 5-[4-(4-phenoxybenzoyl)piperazin-1-yl]pyridin-2-amine